CN(C)CC(CCCCCCCCCC\C=C/CCCCCCCC(=O)OCC)CCCCCCCC ethyl (9Z)-21-[(dimethylamino)methyl]nonacos-9-enoate